ethyl-4-((E)-4-cyanobenzylidene)-2-methyldec-2-enoate C(C)OC(C(=C/C(/CCCCCC)=C/C1=CC=C(C=C1)C#N)C)=O